N-((3R,5R)-1-cyano-5-methylpyrrolidin-3-yl)oxazole-2-carboxamide C(#N)N1C[C@@H](C[C@H]1C)NC(=O)C=1OC=CN1